CN(C1CCN(CC1)C=1C=C(C=NC1)NC1=NC=C(C(=N1)OC)C1=CC=C(C=C1)N1C(CCC1)=O)C 1-{4-[2-({5-[4-(dimethylamino)piperidin-1-yl]pyridin-3-yl}amino)-4-methoxypyrimidin-5-yl]phenyl}pyrrolidin-2-one